N1N=CC=2C1=NC(=CN2)N[C@@H](C)C=2C=C(C=CC2)NC(C2=CN=C(C(=C2)C)C(F)(F)F)=O (S)-N-(3-(1-((1H-pyrazolo[3,4-b]pyrazin-6-yl)amino)ethyl)phenyl)-5-methyl-6-(trifluoromethyl)nicotinamide